C(=O)(O)C[C@H](C(=O)NO)NCC=1C=C(C(=O)O)C=CC1 3-[[[(1R)-1-(carboxymethyl)-2-(hydroxyamino)-2-oxo-ethyl]amino]methyl]benzoic acid